ethyl 2-(chloromethyl)-1-(oxetan-2-ylmethyl)-1H-thieno[2,3-d]imidazole-5-carboxylate ClCC=1N(C2=C(N1)SC(=C2)C(=O)OCC)CC2OCC2